Butyl-5-(diaminomethylene)-3-((5S,7s,10S)-1-(2-hydroxy-2-methylpropyl)-3-methyl-2,4-dioxo-1,3-diazadispiro[4.1.57.15]tridecan-10-yl)pyrimidine-2,4,6(1H,3H,5H)-trione C(CCC)N1C(N(C(C(C1=O)=C(N)N)=O)C1CCC2(CC3(C(N(C(N3CC(C)(C)O)=O)C)=O)C2)CC1)=O